N-(2-(1,2-dimethylpiperidin-3-yl)-5-fluorothieno[2,3-b]pyridin-4-yl)benzo[d]-thiazol-5-amine CN1C(C(CCC1)C1=CC=2C(=NC=C(C2NC=2C=CC3=C(N=CS3)C2)F)S1)C